NC1=C(C=C(C=N1)C1=CC=C(C=C1)C(=O)N1CCC(CC1)N1CCCC1)OC(C)C1=C(C=C(C=C1C)C)C (4-{6-amino-5-[1-(2,4,6-trimethyl-phenyl)-ethoxy]-pyridin-3-yl}-phenyl)-(4-pyrrolidin-1-yl-piperidin-1-yl)-methanone